C(C)(C)(C)OC(=O)C=1C=CC2=C(N(C(=N2)CN2CC3=CC(=CC=C3CC2)OCC2=C(C=CC=C2)F)C[C@H]2OCC2)C1 (S)-2-((7-((2-fluorobenzyl)oxy)-3,4-dihydroisoquinolin-2(1H)-yl)methyl)-1-(oxetan-2-ylmethyl)-1H-benzo[d]imidazole-6-carboxylic acid tert-butyl ester